C1(CCC1)C[C@@H]1[C@@H](C=2C=CC(=CC2CC1)O)C1=CC=C(C=C1)N1CCC(CC1)C(OC)OC cis-6-(Cyclobutylmethyl)-5-(4-(4-(dimethoxymethyl)piperidin-1-yl)phenyl)-5,6,7,8-tetrahydronaphthalen-2-ol